ClC1=CC(=NC(=N1)C(C)(F)F)N1CC2(C=3C=NC(=CC31)NC(C)=O)CC2 N-(1'-(6-chloro-2-(1,1-difluoroethyl)pyrimidin-4-yl)-1',2'-dihydrospiro[cyclopropane-1,3'-pyrrolo[3,2-C]pyridin]-6'-yl)acetamide